3-(6-bromo-2-pyridyl)-6-chloro-7-methoxy-imidazo[1,2-a]pyridine BrC1=CC=CC(=N1)C1=CN=C2N1C=C(C(=C2)OC)Cl